N1C(=NC=C1)C1=C(OCC=2C=C(C#N)C=CC2)C=C(C=C1)OCC=1C(=C(C=CC1)C1=CC=CC=C1)C 3-((2-(1H-imidazol-2-yl)-5-((2-methyl-[1,1'-biphenyl]-3-yl)methoxy)phenoxy)methyl)benzonitrile